CN1CCC(CC1)C(=O)OCCOCCOCCOCCOCCN(C(CCCCC)CC)C(C(COCCCCCCCC\C=C/CCCCCCCC)OCCCCCCCC\C=C/CCCCCCCC)=O 2-[2-[2-[2-[2-[2,3-bis[(Z)-octadec-9-enoxy] propanoyl-(1-ethylhexyl) amino]ethoxy]ethoxy] ethoxy]ethoxy]ethyl 1-methylpiperidine-4-carboxylate